C(#N)C=1C=CC(=C(C1)B(O)O)F 5-CYANO-2-FLUOROPHENYLBORONIC ACID